2,2'-{1,4,8-triazacycloundecane-1,8-diylbis[methylene(2-hydroxy-5-methyl-3,1-phenylene)methyleneoxy]}di(propane-1,3-diol) N1(CCNCCCN(CCC1)CC=1C(=C(C=C(C1)C)COC(CO)CO)O)CC=1C(=C(C=C(C1)C)COC(CO)CO)O